5-(N-methylaminosulfonyl)thiophene-2-carboxylic acid CNS(=O)(=O)C1=CC=C(S1)C(=O)O